FC=1C=C(CNC=2NC(=C(N2)C=2C=C3C=NN(C3=CC2)C([2H])([2H])[2H])C2=NC(=CC=C2)C)C=CC1 N-(3-fluorobenzyl)-4-(1-(methyl-d3)-1H-indazol-5-yl)-5-(6-methylpyridin-2-yl)-1H-imidazol-2-amine